7-methoxy-1,9-dimethyl-6-(4-(pyridin-3-ylsulfonyl)piperazin-1-yl)-9H-pyrido[3,4-b]indole COC1=C(C=C2C3=C(N(C2=C1)C)C(=NC=C3)C)N3CCN(CC3)S(=O)(=O)C=3C=NC=CC3